tert-butyl 4-oxo-2-(1-(2',3',4',5'-tetrahydro-[1,1'-biphenyl]-3-yl)cyclopropyl)-3,5,7,8-tetrahydropyrido[4,3-d]pyrimidine-6(4H)-carboxylate O=C1C2=C(N=C(N1)C1(CC1)C=1C=C(C=CC1)C=1CCCCC1)CCN(C2)C(=O)OC(C)(C)C